ClC1=C(C=C(C=C1)[C@H](NC(=O)N1[C@@H](C(NCC1)=O)C)C=1C=NC(=C(C1)Cl)C(F)(F)F)C#N |o1:7| (2R)-N-((S or R)-(4-chloro-3-cyano-phenyl)(5-chloro-6-(trifluoromethyl)pyridin-3-yl)methyl)-2-methyl-3-oxopiperazine-1-carboxamide